FC(C(=O)O)(F)F.NC1=NC2=CC=C(C=C2C=C1)O 2-aminoquinolin-6-ol trifluoroacetic acid salt